distearoyl phosphate sodium [Na+].P(=O)(OC(CCCCCCCCCCCCCCCCC)=O)(OC(CCCCCCCCCCCCCCCCC)=O)[O-]